(1R,4R)-4-(2-(((R)-2-(3-fluorophenyl)-2-hydroxyethyl)amino)propan-2-yl)cyclohexane-1-carboxylic acid methyl ester COC(=O)C1CCC(CC1)C(C)(C)NC[C@H](O)C1=CC(=CC=C1)F